isopropyl-4-methylbenzoic acid methyl ester COC(C1=C(C=C(C=C1)C)C(C)C)=O